C(C)N1C(NC2=CC(=CC=C2C1=O)CN1CCN(CC1)C1=NC=C(C(=O)NC)C=C1)=O 6-(4-((3-ethyl-2,4-dioxo-1,2,3,4-tetrahydroquinazolin-7-yl)methyl)piperazin-1-yl)-N-methylnicotinamide